C(CCC)C1C(CCCC1)=O BUTYL-CYCLOHEXANONE